O1C(CCCC1)OCCCCCCCCCCCCCCCCCCCC#CCCC(C)C 1-(2-tetrahydropyranyloxy)-24-methylpentacos-20-yne